(1R,7aR)-1-((R,E)-5-(Methoxyimino)-6,6-dimethylheptan-2-yl)-7a-methyloctahydro-4H-inden-4-one CO\N=C(/CC[C@@H](C)[C@H]1CCC2C(CCC[C@]12C)=O)\C(C)(C)C